C(=O)(O)CCCCOC1=CC=C2CC(C3(C2=C1)CCC(CC3)(C(=O)O)NC3=CC(=CC=C3)Cl)C[C@H](COC3=CC=NC=1CCC[C@H](C31)C)C 6'-(4-carboxybutoxy)-4-(3-chloroanilino)-2'-[(2R)-2-methyl-3-{[(5R)-5-methyl-5,6,7,8-tetrahydroquinolin-4-yl]oxy}propyl]-2',3'-dihydrospiro[cyclohexane-1,1'-indene]-4-carboxylic acid